ClC=1C2=C(N=CN1)NC(=C2)C 4-Chloro-6-methyl-7H-pyrrolo[2,3-d]-pyrimidine